CC(OC(NCC=1C(=CC=CC1)CNC(=O)OC(C)(C)C)=O)(C)C tetramethylxylylenediurethane